ClC1=NC=C2C(=C(C(=NC2=C1F)SC)I)NC1C2CN(C1C2)C(=O)OC(C)(C)C tert-butyl (endo)-5-((7-chloro-8-fluoro-3-iodo-2-(methylthio)-1,6-naphthyridin-4-yl)amino)-2-azabicyclo[2.1.1]hexane-2-carboxylate